C(#N)C=1C=C(NC1)C(=O)NCC1=C(C=C2[C@](NC(NC2=C1)=O)(C(F)(F)F)C#CC1CC1)F (S)-4-cyano-N-((4-(cyclopropylethynyl)-6-fluoro-2-oxo-4-(trifluoromethyl)-1,2,3,4-tetrahydroquinazolin-7-yl)methyl)-1H-pyrrole-2-carboxamide